(2-((2,5-dichloropyrimidin-4-yl)amino)naphthalen-1-yl)dimethylphosphine oxide ClC1=NC=C(C(=N1)NC1=C(C2=CC=CC=C2C=C1)P(C)(C)=O)Cl